platinum-lawrencium [Lr].[Pt]